2-[4-Fluoro-3-(7-morpholin-4-yl-quinazolin-4-yl)-phenyl]-2-(3-methoxy-pyrazin-2-yl)acetamide FC1=C(C=C(C=C1)C(C(=O)N)C1=NC=CN=C1OC)C1=NC=NC2=CC(=CC=C12)N1CCOCC1